methyl (S)-2-(4-(6-((4-cyano-2-fluorobenzyl) oxy) pyridin-2-yl)-2-fluorobenzyl)-1-((1-methylazetidin-2-yl) methyl)-1H-benzo[d]imidazole-6-carboxylate C(#N)C1=CC(=C(COC2=CC=CC(=N2)C2=CC(=C(CC3=NC4=C(N3C[C@H]3N(CC3)C)C=C(C=C4)C(=O)OC)C=C2)F)C=C1)F